3-methyl-2-(pentyloxy)-2-cyclopenten-1-one CC1=C(C(CC1)=O)OCCCCC